NC1=CC=C(C(=N1)C1=C(C=2N=C(N=C(C2C=N1)N(C)CC1CNC1)OC[C@]12CCCN2C[C@@H](C1)F)F)C(F)(F)F 7-(6-amino-3-(trifluoromethyl)pyridin-2-yl)-N-(azetidin-3-ylmethyl)-8-fluoro-2-(((2R,7aS)-2-fluorohexahydro-1H-pyrrolizin-7a-yl)methoxy)-N-methylpyrido[4,3-d]pyrimidin-4-amine